6-amino-2-(3,5-dichloro-4-((2-(4-chlorothiophen-2-yl)-4-Methylquinolin-6-yl)oxy)phenyl)-1,2,4-triazine-3,5(2H,4H)-dione NC=1C(NC(N(N1)C1=CC(=C(C(=C1)Cl)OC=1C=C2C(=CC(=NC2=CC1)C=1SC=C(C1)Cl)C)Cl)=O)=O